tert-butyl ((5S,8S,10aR)-8-(((R)-7-fluorochroman-4-yl)carbamoyl)-6-oxo-3-pivaloyldecahydropyrrolo[1,2-a][1,5]diazocin-5-yl)carbamate FC1=CC=C2[C@@H](CCOC2=C1)NC(=O)[C@@H]1CC[C@H]2N1C([C@H](CN(CC2)C(C(C)(C)C)=O)NC(OC(C)(C)C)=O)=O